N1=C(C=CC=C1)[C@@](C)(C#C)O (R)-2-(pyridin-2-yl)but-3-yn-2-ol